C1(CC1)C1=NC=NC(=C1C=1OC2=C(C(=NC=C2)CC2=CC=C(C=C2)C=2N(C=C(N2)C(F)(F)F)C)N1)OC 2-(4-cyclopropyl-6-methoxypyrimidin-5-yl)-4-(4-(1-methyl-4-(trifluoromethyl)-1H-imidazol-2-yl)benzyl)oxazolo[4,5-c]pyridine